ClC1=CC=C(C=C1)CCNC(=S)N1C(C2=CC(=C(C=C2CC1)O)O)(C1=CC=CC=C1)C N-[2-(4-chlorophenyl)ethyl]-6,7-dihydroxy-1-methyl-1-phenyl-1,2,3,4-tetrahydroisoquinoline-2-carbothioamide